Cl.NC1CCN(CC1)C1=C(C(=C(C=N1)C1=CC(=C(OCCC2=CC=C(C=C2)/C=C/C(=O)NO)C=C1)O)C1=CC(=C(C=C1)C#N)F)C#N (E)-3-(4-(2-(4-(6-(4-Aminopiperidin-1-yl)-5-cyano-4-(4-cyano-3-fluorophenyl)pyridin-3-yl)-2-hydroxyphenoxy)ethyl)phenyl)-N-hydroxyacrylamide hydrochloride